NC=1C(=NC(=C(C1)F)OCCC1=C(C=CC=C1)Cl)NC(C)=O N-(3-amino-6-(2-chlorophenylethoxy)-5-fluoropyridin-2-yl)acetamide